3-(2,3-dihydrobenzofuran-7-yl)-1-methyl-4-(trifluoromethyl)-N-(2-(trifluoromethyl)pyridin-4-yl)-1H-pyrazole-5-carboxamide O1CCC2=C1C(=CC=C2)C2=NN(C(=C2C(F)(F)F)C(=O)NC2=CC(=NC=C2)C(F)(F)F)C